4-(4-((1-ethylpropyl)sulfonamido)phenyl)-1H-pyrrolo[2,3-b]pyridin C(C)C(CC)S(=O)(=O)NC1=CC=C(C=C1)C1=C2C(=NC=C1)NC=C2